FC=1C(=NC=C(C1)F)CNC(=O)C1=CN=C(S1)N1CCC(CC1)N1C[C@@H](CCC1)OCC(F)(F)F |r| rac-N-[(3,5-difluoropyridin-2-yl)methyl]-2-[3-(2,2,2-trifluoroethoxy)[1,4'-bipiperidine]-1'-yl]-1,3-thiazole-5-carboxamide